5-(BENZYLOXY)-1H-INDOL-2-YLBORONIC ACID C(C1=CC=CC=C1)OC=1C=C2C=C(NC2=CC1)B(O)O